OC1=CC(CC(C1)C=1N=CSC1)=O 3-hydroxy-5-(thiazol-4-yl)cyclohex-2-en-1-one